COC1=CC(=C2C=C(CC2=C1)C)N1CCC(CC1)COC1=NC=CC=C1 2-((1-(6-methoxy-2-methyl-1H-inden-4-yl)piperidin-4-yl)methoxy)pyridin